ClC1=NC=C2N=C(N(C2=N1)CC1=CC=C(C=C1)C=1N(C=C(N1)C(F)(F)F)C(C)C)N 2-chloro-9-(4-(1-isopropyl-4-(trifluoromethyl)-1H-imidazol-2-yl)benzyl)-9H-Purine-8-amine